FC=1C=CC(=C(C1)C1=C(NC=2C3=C(CCC12)C=CC=C3)C(=O)OC)OC Methyl 3-(5-fluoro-2-methoxyphenyl)-4,5-dihydro-1H-benzo[g]indole-2-carboxylate